(2S)-1-[(4S)-4,5-dihydro-4-(1-methylethyl)-2-oxazolyl]-2-(diphenylphosphino)ferrocene CC(C)[C@@H]1N=C(OC1)[C-]1C(=CC=C1)P(C1=CC=CC=C1)C1=CC=CC=C1.[CH-]1C=CC=C1.[Fe+2]